C(C=C)(=O)OCCCCCCOC1=CC=C(C=C1)O 4-(6-acryloyloxy-hex-1-yloxy)phenol